(8-(methylamino)-5-(5-((tetrahydro-2H-pyran-4-yl)oxy)benzo[d]oxazol-2-yl)-2,7-naphthyridin-3-yl)cyclopropanecarboxamide CNC=1N=CC(=C2C=C(N=CC12)C1(CC1)C(=O)N)C=1OC2=C(N1)C=C(C=C2)OC2CCOCC2